2,4,6-tris(trifluoromethyl)pyridine FC(C1=NC(=CC(=C1)C(F)(F)F)C(F)(F)F)(F)F